[Br-].C(CC)[N+](CCC)(CCC)CCC.[NH4+].[Br-] ammonium tetrapropylammonium bromide